(S)-6-(1-amino-1,3-dihydrospiro[indene-2,4'-piperidine]-1'-yl)-3-(1-(6-(hydroxymethyl)pyridin-2-yl)vinyl)-1,5-dihydro-4H-pyrazole NC1C2=CC=CC=C2CC12CCN(CC2)[C@@]2(C=CC=C(N2)C(=C)C2=NNCC2)CO